5-(2-(3,4-dihydro-2H-pyran-4-yl)-5-nitrophenyl)-2H-tetrazole O1CCC(C=C1)C1=C(C=C(C=C1)[N+](=O)[O-])C=1N=NNN1